ClC1=CC2=C(N(C(N=C2N2C[C@H](N(C[C@@H]2C)C(=O)OC(C)(C)C)C)=O)C2=C(C=CC=C2C(C)C)CO)N=C1C1=C(C=CC=C1)C(C)C (2R,5S)-tert-Butyl 4-(6-chloro-1-(2-(hydroxymethyl)-6-isopropylphenyl)-7-(2-isopropylphenyl)-2-oxo-1,2-dihydropyrido[2,3-d]pyrimidin-4-yl)-2,5-dimethylpiperazine-1-carboxylate